2-[(2R)-4,4-Diethoxy-1-[(1R)-1-phenylethyl]piperidin-2-yl]acetonitrile C(C)OC1(C[C@H](N(CC1)[C@H](C)C1=CC=CC=C1)CC#N)OCC